CNC(=O)C1=CC=C(C=C1)C(=O)NC1CCC(CC1)NC1=CC(=C(C=C1)C#N)C(F)(F)F N1-methyl-N4-[(1s,4s)-4-{[4-cyano-3-(trifluoromethyl)phenyl]amino}cyclohexyl]benzene-1,4-dicarboxamide